N-(2-acetyl-4-cyano-5-(trifluoromethyl)phenyl)-2-chloro-5-cyanobenzamide C(C)(=O)C1=C(C=C(C(=C1)C#N)C(F)(F)F)NC(C1=C(C=CC(=C1)C#N)Cl)=O